NC1=CC(=C2C(N(CCCCCC(C3=NN=C(C1=N2)O3)(C(F)(F)F)O)CC3=CC=CC=C3)=O)C(F)(F)F 17-Amino-12-benzyl-6-hydroxy-6,15-bis(trifluoromethyl)-19-oxa-3,4,12,18-tetrazatricyclo[12.3.1.12,5]nonadeca-1(18),2,4,14,16-pentaen-13-one